C1(CC1)[C@H](C=1C=NC2=CC=CC=C2C1)NC=1C2=C(N=C(N1)N1CCN(CC1)C(=O)N)C=NN2C2CCOCC2 4-[7-[((R)-cyclopropyl-quinolin-3-yl-methyl)-amino]-1-(tetrahydro-pyran-4-yl)-1H-pyrazolo[4,3-d]pyrimidin-5-yl]-piperazine-1-carboxylic acid amide